C1=CC=CC=2C3=CC=CC=C3C(C12)C=O 9-fluorenaldehyde